tert-butyl 3-(6-chloro-1-((2-(trimethylsilyl) ethoxy) methyl)-1H-pyrazolo[3,4-d]pyrimidin-4-yl)-3,8-diazabicyclo[3.2.1]octane-8-carboxylate ClC1=NC(=C2C(=N1)N(N=C2)COCC[Si](C)(C)C)N2CC1CCC(C2)N1C(=O)OC(C)(C)C